C(#C)C1=CC=CC2=C1N=CS2 4-ethynylbenzo[d]thiazol